(2-((4-amino-3-(3-fluoro-4-methoxyphenyl)-1H-pyrazolo[3,4-d]pyrimidin-1-yl)methyl)pyrrolidin-1-yl)prop-2-en-1-one NC1=C2C(=NC=N1)N(N=C2C2=CC(=C(C=C2)OC)F)CC2N(CCC2)C(C=C)=O